C1(CC1)C1CCC2=C1C(=C1C=NN(C1=C2)C2OCCCC2)B(O)O (5-cyclopropyl-1-(tetrahydro-2H-pyran-2-yl)-1,5,6,7-tetrahydrocyclopenta[f]indazol-4-yl)boronic acid